N1=CC=C(C=C1)CCNC1=C2CN(CC2=CC=C1)C(=O)OC(C)(C)C tert-butyl 4-((2-(pyridin-4-yl)ethyl)amino)isoindoline-2-carboxylate